(R)-2,2,5,5-Tetramethyl-[1,3]dioxane-4-carboxylic acid [(S)-2-(2,5-difluoro-benzoylamino)-propyl]-amide FC1=C(C(=O)N[C@H](CNC(=O)[C@@H]2OC(OCC2(C)C)(C)C)C)C=C(C=C1)F